3,6-dichloro-o-anisoic acid ClC1=C(C(C(=O)O)=C(C=C1)Cl)OC